C(C)(C)(C)OC(NC(CC)CCC)=O Hexane-3-ylcarbamic acid tert-butyl ester